C(\C=C\C1=CC=C(C=C1)O)(=O)N[C@@H](CC1=CC=C(C=C1)O)C(=O)O N-trans-p-coumaroyl-tyrosine